FC1=C(OC2=C3C(=NC=C2)NC=C3C3=C(C=C(C#N)C=C3)F)C(=CC(=C1)NC=1OCC(C(N1)C)CO)F (+/-)-4-[4-(2,6-difluoro-4-{[5-(hydroxymethyl)-4-methyl-5,6-dihydro-4H-1,3-oxazin-2-yl]amino}phenoxy)-1H-pyrrolo[2,3-b]pyridin-3-yl]-3-fluorobenzonitrile